[Si](C)(C)(C(C)(C)C)OCC1=CC(=NN1C(C(C)=O)C)C1=NC=C(C=C1)F 3-(5-(((tert-Butyldimethylsilyl)oxy)methyl)-3-(5-fluoropyridin-2-yl)-1H-pyrazol-1-yl)butan-2-one